({[4-(5-methoxypyridin-3-yl)phenyl]methyl}amino)-5-{[6-(2,2,2-trifluoroethyl)thieno[2,3-d]pyrimidin-4-yl]amino}cyclohexan-1-ol COC=1C=C(C=NC1)C1=CC=C(C=C1)CNC1(CCCC(C1)NC=1C2=C(N=CN1)SC(=C2)CC(F)(F)F)O